CCCCCCCCCC/C=C\CCCCCCCCCC(=O)O[C@H](COC(=O)CCCCCCC/C=C\C/C=C\CCCC)COP(=O)([O-])OCC[N+](C)(C)C 1-(9Z,12Z-heptadecadienoyl)-2-(11Z-docosenoyl)-glycero-3-phosphocholine